C(C)N1C=C(C(C2=CC(=C(C=C12)N1CCN(CC1)C(C)=O)F)=O)C(C=CC1=CC=C(C=C1)F)=O 1-ethyl-6-fluoro-7-(4-acetylpiperazin-1-yl)-3-(4-fluorocinnamoyl)-quinolin-4(1H)-one